4-(5-Chlorofuran-2-yl)-3-(4-fluorophenyl)-5-methyl-1-(p-tolyl)-4,5-dihydro-1H-pyrazole-5-carboxylic acid methyl ester COC(=O)C1(C(C(=NN1C1=CC=C(C=C1)C)C1=CC=C(C=C1)F)C=1OC(=CC1)Cl)C